3-methyl-1-[(5-methylisoxazol-3-yl)methyl]-6-(4-methyl-2-thienyl)imidazo[4,5-b]pyridin-2-one CN1C(N(C=2C1=NC=C(C2)C=2SC=C(C2)C)CC2=NOC(=C2)C)=O